1-benzylpiperazin-dihydrochloride Cl.Cl.C(C1=CC=CC=C1)N1CCNCC1